ClC=1C(=CC=C2N=CC(=NC12)C=1C=NN(C1)CC(=O)O)OC=1C=CC2=C(N(C(=N2)C)COCC[Si](C)(C)C)C1F 2-(4-(8-Chloro-7-((7-fluoro-2-methyl-1-((2-(trimethylsilyl)ethoxy)methyl)-1H-benzo[d]imidazol-6-yl)oxy)quinoxalin-2-yl)-1H-pyrazol-1-yl)acetic acid